3-fluoro-6-(trifluoromethyl)benzyl alcohol FC=1C=C(CO)C(=CC1)C(F)(F)F